C1(=CC=CC=C1)[C@H]1[C@@H](C1)NC(=O)[C@@H]1CN(CC[C@H]1NC(=O)C1=NOC(=C1)C1=C(C=C(C=C1)F)F)C1CCCCC1 |o1:6,7,12,17| (3R*,4R*)-1-Cyclohexyl-4-{[5-(2,4-difluoro-phenyl)-isoxazole-3-carbonyl]-amino}-piperidine-3-carboxylic acid ((1R*,2S*)-2-phenyl-cyclopropyl)-amide